C=1(C(=CC=CC1O)CC#N)C o-cresol-acetonitrile